C(=O)(OC(C)(C)C)N1CCC(=C1)B1OC(C)(C)C(C)(C)O1 N-Boc-2,3-dihydropyrrole-4-boronic acid pinacol ester